[(1R,2S,4R)-4-{[5-({4-[(S)-(3-chlorophenyl)sulfinyl]-5-methyl-2-thienyl}carbonyl)pyrimidin-4-yl] amino}-2-hydroxy cyclopentyl]methyl sulfamate S(N)(OC[C@@H]1[C@H](C[C@@H](C1)NC1=NC=NC=C1C(=O)C=1SC(=C(C1)[S@@](=O)C1=CC(=CC=C1)Cl)C)O)(=O)=O